C(CCCCCCC\C=C/CCCCCCCC)[NH2+]C oleyl-methylammonium